[K].C1CCC2=C(C=3CCCC3C=C12)NC(=O)NS(=O)(=O)C1CN(C1)CC(=O)N(C)C 2-(3-(N-((1,2,3,5,6,7-Hexahydro-s-indacen-4-yl)carbamoyl)sulfamoyl)azetidin-1-yl)-N,N-dimethylacetamide, potassium salt